CC=1N=C(SC1C(=O)N)C1=NC=CC=N1 4-methyl-2-(pyrimidin-2-yl)thiazole-5-carboxamide